tert-butyl (S)-4-((1-(tert-butoxy)-3-methyl-1-oxobutan-2-yl)(methyl)carbamoyl)-4-fluoropiperidine-1-carboxylate C(C)(C)(C)OC([C@H](C(C)C)N(C(=O)C1(CCN(CC1)C(=O)OC(C)(C)C)F)C)=O